C1(CC1)N1CCN(CC1)C1=CC=C(C=C1)NC(=O)C=1C(NC=CC1NC1CCC(CC1)OC)=O N-(4-(4-Cyclopropylpiperazin-1-yl)phenyl)-4-((4-methoxycyclohexyl)amino)-2-oxo-1,2-dihydropyridine-3-carboxamide